4-(6-propenoyl-hex-1-yloxy)benzoic acid C(C=C)(=O)CCCCCCOC1=CC=C(C(=O)O)C=C1